C(#N)C1=C(C=CC=C1)C1=CC=CC=C1 2'-cyano-biphenyl